bromo-3-((dimethylamino)methylene)spiro[cyclohexane-1,2'-indene]-1',4(3'H)-dione BrC1C2(C(C3=CC=CC=C13)=O)CC(C(CC2)=O)=CN(C)C